N-(2-(1-(4-((2-amino-7H-pyrrolo[2,3-h]quinazolin-7-yl)methyl)benzyl)piperidin-4-yl)ethyl)-2-(aminooxy)acetamide NC1=NC2=C3C(=CC=C2C=N1)N(C=C3)CC3=CC=C(CN1CCC(CC1)CCNC(CON)=O)C=C3